2-(5-bromo-1H-indol-3-yl)thiazole-4-carbohydrazide BrC=1C=C2C(=CNC2=CC1)C=1SC=C(N1)C(=O)NN